(1S,2S)-2-fluoro-N-(5-(6-(1-hydroxybutyl)-4-methylpyridin-3-yl)thiazolo[4,5-e][1,2,4]triazolo[1,5-a]pyridin-2-yl)cyclopropane-1-carboxamide F[C@@H]1[C@@H](C1)C(=O)NC=1SC2=C(C=C(C=3N2N=CN3)C=3C=NC(=CC3C)C(CCC)O)N1